thiazolo[5,4-f]quinazoline S1C=NC=2C1=C1C=NC=NC1=CC2